N-(benzo[d]thiazol-2-yl)-4-bromo-3-chlorobenzamide S1C(=NC2=C1C=CC=C2)NC(C2=CC(=C(C=C2)Br)Cl)=O